C(C)(C)(C)OC([C@@H](N=C(C1=CC=CC=C1)C1=CC=CC=C1)CC1=CC=CC=C1)=O Diphenylmethylenephenylalanine tert-butyl ester